ClC=1N=C2N(CC1)C(C[C@]2(C(F)(F)F)C)C(=O)NC=2C=NC(=C(C2)Cl)C2OCCC2 (8R)-2-chloro-N-(5-chloro-6-(tetrahydrofuran-2-yl)pyridin-3-yl)-8-methyl-8-(trifluoromethyl)-7,8-dihydro-6H-pyrrolo[1,5-a]pyrimidine-6-carboxamide